(R)-1-(4-(2-(4-((S)-2-acetoxy-3-chloropropoxy)-3,5-dichlorophenyl)propan-2-yl)phenoxy)-3-fluoropropan-2-yl acetate C(C)(=O)O[C@H](COC1=CC=C(C=C1)C(C)(C)C1=CC(=C(C(=C1)Cl)OC[C@@H](CCl)OC(C)=O)Cl)CF